(7R,14R)-1-(difluoromethoxy)-6-methyl-11-(4,4,5,5-tetramethyl-1,3,2-dioxaborolan-2-yl)-6,7-dihydro-7,14-methanobenzimidazo[1,2-b][2,5]benzodiazocine-5(14H)-one FC(OC1=CC=CC=2C(N([C@H]3C=4N([C@@H](C21)C3)C3=C(N4)C=CC(=C3)B3OC(C(O3)(C)C)(C)C)C)=O)F